C(C)(C)(C)C1=C(C=2C(=NC=C(C2C(C)OC=2C=C3C(=NN(C3=CC2)C2OCCCC2)I)F)N1C(=O)OCCCOC1=C(C=C(C=C1)F)[N+](=O)[O-])F 3-(4-fluoro-2-nitrophenoxy)propan-1-ol tert-butyl-3,5-difluoro-4-(1-((3-iodo-1-(tetrahydro-2H-pyran-2-yl)-1H-indazol-5-yl)oxy)ethyl)-1H-pyrrolo[2,3-b]pyridine-1-carboxylate